ClC1=C(CN2CCN(C3=CC=CC=C23)C(CCN2CCCCC2)=O)C=CC=C1 1-(4-(2-chlorobenzyl)-3,4-dihydroquinoxalin-1(2H)-yl)-3-(piperidin-1-yl)propan-1-one